2-CYANOPYRIDINE-4-CARBOXALDEHYDE C(#N)C1=NC=CC(=C1)C=O